(S)-N-(2-amino-2-(3-chloro-5-fluoro-phenyl)ethyl)-1-(5-methyl-2-((tetrahydro-2H-pyran-4-yl)amino)-pyrimidin-4-yl)-1H-imidazole-4-carboxamide benzenesulfonic acid salt C1(=CC=CC=C1)S(=O)(=O)O.N[C@H](CNC(=O)C=1N=CN(C1)C1=NC(=NC=C1C)NC1CCOCC1)C1=CC(=CC(=C1)F)Cl